diiodo[2,6-bis[4-(R)-tert-butyl-2-oxazolyl]-4-trifluoromethylpyridine] cobalt [Co].IC=1C(=C(C(=NC1C=1OC=C(N1)C(C)(C)C)C=1OC=C(N1)C(C)(C)C)I)C(F)(F)F